COC(C1=CC(=NC=C1C=1OC2=C(N1)C=C(C=C2)F)Br)=O 2-bromo-5-(5-fluorobenzo[d]oxazol-2-yl)isonicotinic acid methyl ester